C1(=CC=C(C=C1)C1=NC=CC(=C1)C(C)(C)C1COC2=CC=CC=C2C1=O)C 3-(2-(2-(p-tolyl)pyridin-4-yl)propan-2-yl)chroman-4-one